7-(2-chloro-5-((1-methylpyrrolidin-3-yl)ethynyl)pyridin-4-yl)-1-oxa-7-azaspiro[3.5]nonane ClC1=NC=C(C(=C1)N1CCC2(CCO2)CC1)C#CC1CN(CC1)C